C(CCCCC)NC([C@@H](N)C)=O N-hexyl-L-alaninamide